FC(S(=O)(=O)O)(F)F.C(=C)N1CN(C=C1)CCCCCCCC 1-vinyl-3-octyl-imidazole trifluoromethanesulfonate